ethylene glycol monooctacosyl ether C(CCCCCCCCCCCCCCCCCCCCCCCCCCC)OCCO